(S)-2-((6-((4-(cyclopropanecarbonyl)-2-fluorobenzyl)oxy)-3',6'-dihydro-[2,4'-bipyridin]-1'(2'H)-yl)methyl)-1-(oxetan-2-ylmethyl)-1H-benzo[d]imidazole-6-carboxylic acid C1(CC1)C(=O)C1=CC(=C(COC2=CC=CC(=N2)C=2CCN(CC2)CC2=NC3=C(N2C[C@H]2OCC2)C=C(C=C3)C(=O)O)C=C1)F